1-(2-(3-fluorophenyl)-1-methyl-1H-benzo[d]imidazol-6-yl)-3-(pyridin-2-yl)urea FC=1C=C(C=CC1)C1=NC2=C(N1C)C=C(C=C2)NC(=O)NC2=NC=CC=C2